BrC=1C(=CC=2N(C1)C=C(N2)C2CCC(CC2)C(=O)OC)OC 1-(1R,4R)-Methyl 4-(6-bromo-7-methoxyimidazo[1,2-a]pyridin-2-yl)cyclohexanecarboxylate